N[C@@H]1[C@@](CN(C1)C=1C=C2CN3[C@@H](C2=CC1)CN(C[C@H]3C)C=3C=1N(C(=CC3)C#N)N=CC1)(C)O 4-[(4R,10bS)-8-[(3S,4S)-4-amino-3-hydroxy-3-methyl-pyrrolidin-1-yl]-4-methyl-3,4,6,10b-tetrahydro-1H-pyrazino[2,1-a]isoindol-2-yl]pyrazolo[1,5-a]pyridine-7-carbonitrile